methyl 5-benzyl-3-((6-phenylpicolinamido)methyl)-4,5-dihydroisoxazole-5-carboxylate C(C1=CC=CC=C1)C1(CC(=NO1)CNC(C1=NC(=CC=C1)C1=CC=CC=C1)=O)C(=O)OC